OC(C#CC=1C=C(C=2N(C1)N=CC2C#N)C=2C=NC(=CC2)N2CC1N(C(C2)C1)CC=1C=NC(=CC1)OC([2H])([2H])[2H])(C)C 6-(3-Hydroxy-3-methylbut-1-yn-1-yl)-4-(6-(6-((6-(methoxy-d3)pyridin-3-yl)methyl)-3,6-Diazabicyclo[3.1.1]heptan-3-yl)pyridin-3-yl)pyrazolo[1,5-a]pyridine-3-carbonitrile